C(C=C)(=O)N1C[C@@H](CCC1)C1=CN(C=2C(=NNC(C21)=O)N)C2=CC=C(C=C2)OC2=CC=CC=C2 (S)-3-(1-acryloylpiperidin-3-yl)-7-amino-1-(4-phenoxyphenyl)-1,5-dihydro-4H-pyrrolo[2,3-d]pyridazin-4-one